[Na+].C(CCCCCCCCCCC)N(C)CC(=O)[O-] N-dodecylsarcosine sodium salt